5-((2,6-dioxopiperidin-3-yl)oxy)-2-methoxybenzenesulfonyl fluoride O=C1NC(CCC1OC=1C=CC(=C(C1)S(=O)(=O)F)OC)=O